COC[C@H]1N(CCC1)C1=C2C(=NC=C1)NC=C2 4-[(2S)-2-(methoxymethyl)pyrrolidin-1-yl]-1H-pyrrolo[2,3-b]pyridine